C1C(CC12CNCC2)COC=2C=CC(=NC2)NC=2N=CC1=C(N2)N(C(C(=C1)C1=C(C=CC=C1Cl)Cl)=O)C 2-((5-(6-azaspiro[3.4]octan-2-ylmethoxy)pyridin-2-yl)amino)-6-(2,6-dichlorophenyl)-8-methylpyrido[2,3-d]pyrimidin-7(8H)-one